COCC(C1=CC=CC2=CC=CC=C12)NC(OC(C)(C)C)=O tert-Butyl (2-methoxy-1-(naphthalen-1-yl)ethyl)carbamate